(E)-3-[5-(2,3-dihydroxypropylsulfanyl)-6-methyl-1H-indol-3-yl]-1-(3,4,5-trimethoxyphenyl)prop-2-en-1-one OC(CSC=1C=C2C(=CNC2=CC1C)/C=C/C(=O)C1=CC(=C(C(=C1)OC)OC)OC)CO